4-(3-(m-tolyl)-1H-pyrrolo[2,3-b]pyridin-1-yl)benzamide C1(=CC(=CC=C1)C1=CN(C2=NC=CC=C21)C2=CC=C(C(=O)N)C=C2)C